1-(4-(8-fluoro-3-(4-(methylsulfonyl)piperazine-1-carbonyl)quinolin-4-yl)phenyl)cyclopropane-1-carbonitrile FC=1C=CC=C2C(=C(C=NC12)C(=O)N1CCN(CC1)S(=O)(=O)C)C1=CC=C(C=C1)C1(CC1)C#N